6-[(4R,9aR)-2-(8-cyano-2-deuterio-5-quinolyl)-4-methyl-3,4,6,7,9,9a-hexahydro-1H-pyrazino[1,2-a]pyrazin-8-yl]-5-methyl-pyridine-3-carboxylic acid C(#N)C=1C=CC(=C2C=CC(=NC12)[2H])N1C[C@H]2N([C@@H](C1)C)CCN(C2)C2=C(C=C(C=N2)C(=O)O)C